NCCOCCOCCOCCOCCC(N[C@H](CN1[C@@H](C[C@H](C1)O)C(=O)NCC1=CC=C(C=C1)C1=C(N=CS1)C)C(C)(C)C)=O (2S,4R)-1-((S)-1-amino-17-(tert-butyl)-15-oxo-3,6,9,12-tetraoxa-16-azaoctadec-18-yl)-4-hydroxy-N-(4-(4-methylthiazol-5-yl)benzyl)pyrrolidine-2-carboxamide